2,3-dichloro-5-nitro-trifluorotoluene ClC1=C(C(F)(F)F)C=C(C=C1Cl)[N+](=O)[O-]